2-(1-(m-tolyl)vinyl)furan C1(=CC(=CC=C1)C(=C)C=1OC=CC1)C